N-[(2S,3R,4S)-4-fluoro-2-[(3'-fluoro[1,1'-biphenyl]-3-yl)methyl]-1-(oxetane-2-carbonyl)pyrrolidin-3-yl]ethanesulfonamide F[C@@H]1[C@@H]([C@@H](N(C1)C(=O)C1OCC1)CC=1C=C(C=CC1)C1=CC(=CC=C1)F)NS(=O)(=O)CC